4,7-DICHLOROINDOLE-3-CARBOXALDEHYDE ClC1=C2C(=CNC2=C(C=C1)Cl)C=O